epoxypropyl-9-(tetrahydropyran-4-yl)methyl-β-carboline C(CC)C1=C2N=C(C=3N(C4=CC=CC=C4C13)CC1CCOCC1)O2